L-isoleucyl-alpha-methylalanine N[C@@H]([C@@H](C)CC)C(=O)NC(C)(C(=O)O)C